FC(S(=O)(=O)OC=1C2=C(N=C(N1)C)N(C(C(=C2)Br)=O)C)(F)F 6-bromo-2,8-dimethyl-7-oxo-7,8-dihydropyrido[2,3-d]pyrimidin-4-yl trifluoromethanesulfonate